FC1=C2C=CN(C2=C(C=C1)C(=O)NC1CC2(CC(C2)C(=O)O)C1)CC1=C(C=C(C=C1)C1=CC=CC=C1)F (Sa)-6-(4-Fluoro-1-((3-fluoro-[1,1'-biphenyl]-4-yl)methyl)-1H-indole-7-carboxamido)spiro[3.3]heptane-2-carboxylic acid